C1(=CC=CC=C1)C1=C(C(=NN=N1)C=1C(=NC=CC1)C1=C(C=CC=2SC3=C(C21)C=CC=C3)C3=C(C=CC=C3)C3=CC=CC=C3)C3=CC=CC=C3 (diphenyltriazinyl)[(biphenylyl)dibenzothiophenyl]pyridine